[Sn].[Pd] palladium-tin